FC=1C=C(C=CC1OC)S(=O)(=O)N1N=C(C=C1)C(=O)NCC1=NC=C(N=C1)C 1-(3-fluoro-4-methoxy-phenyl)sulfonyl-N-[(5-methylpyrazin-2-yl)methyl]pyrazole-3-carboxamide